COC(=O)C1=CC2=C(N=C(S2)N)C(=C1)OC(F)(F)F amino-4-(trifluoromethoxy)-1,3-benzothiazole-6-carboxylic acid methyl ester